ClC=1C=C(C=CC1C#N)N(C1CCC(CC1)NC(OC(C)(C)C)=O)C tert-Butyl ((1R,4R)-4-((3-Chloro-4-cyanophenyl)(methyl)amino)cyclohexyl)carbamate